C(C(C)C)(=O)OC(N1C(CCCC1=O)=O)N1C(C2=CC=CC(=C2C1=O)NCCCCCOC1=CC2=C(N(C=N2)C2=CC=C(C=C2)NC(=O)NC=2NN=C(C2)C(C)(C)C)C=C1)=O {4-[5-(1-{4-[3-(5-tert-butyl-2H-pyrazol-3-yl)-ureido]-phenyl} 1H-benzimidazol-5-yloxy)-pentylamino]-1,3-dioxo-1,3-dihydroisoindol-2-yl}-2,6-dioxopiperidin-1-ylmethyl isobutyrate